5-(4,4,5,5-tetramethyl-1,3,2-dioxaborolan-2-yl)thiophen-2-carbonitrile CC1(OB(OC1(C)C)C1=CC=C(S1)C#N)C